C(C)(C)(C)OC(CCN(COP(=O)(OOC(C)(C)C)OOC(C)(C)C)CC1=C(C(=O)O)C=CC=C1)=O 2-[[(3-tert-butoxy-3-oxo-propyl)-(di-tert-butoxyphosphonooxymethyl)amino]methyl]benzoic acid